ClC=1C=C(C=CC1C(NCCOCCC(C)C)=O)NC(=O)C=1N(C(=CN1)C1=C(C(=C(C=C1)OCC#N)F)F)C N-[3-chloro-4-(2-isopentyloxyethyl-carbamoyl)phenyl]-5-[4-(cyanomethoxy)-2,3-difluoro-phenyl]-1-methyl-imidazole-2-carboxamide